rac-ethyl-3-oxospiro[bicyclo[2.2.1]heptane-2,1'-cyclohexan] C(C)C1C2(CCCC1)C1CCC(C2=O)C1